platinum (II) cyanide [Pt](C#N)C#N